N-isopropyl-3-({4-[({2-[methyl(methylsulfonyl)amino]pyridin-3-yl}methyl)amino]-5-(trifluoromethyl)pyrimidin-2-yl}amino)benzamide C(C)(C)NC(C1=CC(=CC=C1)NC1=NC=C(C(=N1)NCC=1C(=NC=CC1)N(S(=O)(=O)C)C)C(F)(F)F)=O